ClC=1C=C2C=CC(=NC2=CC1)SC=1N=NNC1C(=O)O 4-((6-chloroquinolin-2-yl)thio)-1H-1,2,3-triazole-5-carboxylic acid